COCCOC1=CC(=C(C=C1)NC1=CC=NC2=CC(=CC=C12)C)N1CCOCC1 N-(4-(2-meth-oxyethoxy)-2-morpholino-phenyl)-7-methylquinolin-4-amine